C(#N)C=1C=NN2C1C(=CC(=C2)OCC2(CC2)O)C=2C=CC(=NC2)N2CC1N(C(C2)C1)C(=O)OC(C)(C)C tert-butyl 3-(5-(3-cyano-6-((1-hydroxycyclopropyl) methoxy) pyrazolo[1,5-a]pyridin-4-yl) pyridin-2-yl)-3,6-diazabicyclo[3.1.1]heptane-6-carboxylate